4-(8-Chloroimidazo[1,2-a]pyrazin-2-yl)benzonitrile ClC=1C=2N(C=CN1)C=C(N2)C2=CC=C(C#N)C=C2